N-(1-(2,2-difluoroethyl)piperidin-4-yl)-5-(imidazo[1,2-a]pyridin-6-yl)-4-methoxypyrrolo[2,1-f][1,2,4]triazin-2-amine FC(CN1CCC(CC1)NC1=NN2C(C(=N1)OC)=C(C=C2)C=2C=CC=1N(C2)C=CN1)F